C(C)[C@@H](CO)CCCC |r| racemic-2-ethylhexanol